[Li].O=C1C(CCCC1)OCCN1C=C(C=CC1=O)C(=O)O 1-[2-(Oxocyclohexan-2-yloxy)ethyl]-6-oxopyridine-3-carboxylic acid lithium